OCC(CO)(C)CO 2,2-dihydroxymethylpropanol